OC[C@H]1O[C@@H]([C@H]([C@H]([C@@H]1O)O)O)[C@@H](C)C1=C(C=C(C=C1)C1=NC=CC(=C1)C(F)(F)F)C (2R,3S,4R,5S,6R)-2-(Hydroxymethyl)-6-((S)-1-(2-methyl-4-(4-(trifluoromethyl)pyridin-2-yl)phenyl)ethyl)tetrahydro-2H-pyran-3,4,5-triol